dodecylsulfonic acid ethanolamine salt C(O)CN.C(CCCCCCCCCCC)S(=O)(=O)O